hexadecylammonium hydroxide [OH-].C(CCCCCCCCCCCCCCC)[NH3+]